C1(=CC=C(C=C1)N(C1=CC=C(C=C1)C1=CC=C(C=C1)N(C1=CC=CC=C1)C1=CC=CC2=CC=CC=C12)C1=CC=C(C=C1)C1=CC=CC=C1)C1=CC=CC=C1 N4,N4-di(biphenyl-4-yl)-N4'-(naphthalen-1-yl)-N4'-phenyl-biphenyl-4,4'-diamine